4-2-aminophenylmorpholine NC1=C(C=CC=C1)N1CCOCC1